C(=O)(O)C1=C(C=C(C=C1)C1CCC(CC1)(C)C)NC(=O)C1=C(C=C(C(=C1)C(=O)O)O)C(=O)O 2-{[2-carboxy-5-(4,4-dimethylcyclohexyl)phenyl]carbamoyl}-5-hydroxybenzene-1,4-dicarboxylic acid